4-chloro-2-(1-(2-fluoroethyl)-1H-pyrazol-3-yl)-1-((2-(trimethylsilyl)ethoxy)methyl)-1H-pyrrole ClC=1C=C(N(C1)COCC[Si](C)(C)C)C1=NN(C=C1)CCF